FC(C1=CC=CC(=N1)NC1=C(C(=NN1)C1=CC(=C(C=C1)NS(=O)(=O)CC)OCC1=CC=C(C=C1)F)C(=O)N)F 5-((6-(difluoromethyl)pyridine-2-yl)amino)-3-(4-(ethylsulfonamido)-3-((4-fluorobenzyl)oxy)phenyl)-1H-pyrazole-4-carboxamide